tert-butyl ((5-((R)-1-((2S,4R)-4-((2-aminoethoxy)methyl)-4-fluoro-1-((4-(4-fluorophenoxy)benzoyl)glycyl)pyrrolidine-2-carboxamido)ethyl)thiophen-3-yl)(imino)methyl)carbamate NCCOC[C@]1(C[C@H](N(C1)C(CNC(C1=CC=C(C=C1)OC1=CC=C(C=C1)F)=O)=O)C(=O)N[C@H](C)C1=CC(=CS1)C(=N)NC(OC(C)(C)C)=O)F